3-(dimethylamino)bromobenzene CN(C=1C=C(C=CC1)Br)C